1,5,9-triethyl-1,5,9-triazacyclododecane C(C)N1CCCN(CCCN(CCC1)CC)CC